1-((R)-4-((S)-6-chloro-7-(3-cyclopropyl-5-methyl-1H-indazol-4-yl)-2-(3-(dimethylamino)azetidin-1-yl)-8-fluoroquinazolin-4-yl)-2-methylpiperazin-1-yl)prop-2-en-1-one ClC=1C=C2C(=NC(=NC2=C(C1C1=C2C(=NNC2=CC=C1C)C1CC1)F)N1CC(C1)N(C)C)N1C[C@H](N(CC1)C(C=C)=O)C